ClC1=CC(=NN1C)[C@@H]1[C@H](C(N(C1)C)=O)C(=O)NC1=C(C=CC=C1)F (3S,4R)-4-(5-chloro-1-methyl-pyrazol-3-yl)-N-(2-fluorophenyl)-1-methyl-2-oxo-pyrrolidine-3-carboxamide